CC=1C(=C(C=C(C1)C(F)(F)F)O)C1=CC2=C(N=N1)N(CCC2)[C@H]2CN(CCC2)C 3-Methyl-2-{8-[(3R)-1-methylpiperidin-3-yl]-5,6,7,8-tetrahydropyrido[2,3-c]pyridazin-3-yl}-5-(trifluoromethyl)phenol